(S)-5-(3-((R)-5-chloro-1-methyl-6-(trifluoromethyl)isoindolin-2-yl)-3-oxopropyl)-5-cyclopropylimidazolidine-2,4-dione ClC=1C=C2CN([C@@H](C2=CC1C(F)(F)F)C)C(CC[C@@]1(C(NC(N1)=O)=O)C1CC1)=O